FC1=C(C=C(C=C1)CC1=NNC(C2=CC=CC=C12)=O)C(=O)N1CC=2N(CC1)C=C(N2)C(F)(F)F 4-[[4-fluoro-3-[2-(trifluoromethyl)-6,8-dihydro-5H-imidazo[1,2-a]pyrazine-7-carbonyl]phenyl]methyl]-2H-phthalazin-1-one